C(C)(C)(C)OC(=O)N1CCC(CC1)OC1=CC(=C(C=C1)C)N1C(NC(CC1)=O)=O tert-butyl-4-(3-(2,4-dioxotetrahydropyrimidin-1(2H)-yl)-4-methylphenoxy)piperidine-1-carboxylate